N-{4-chloro-2-[(1E)-2-(hydroxycarbamoyl)eth-1-en-1-yl]phenyl}-2-(4-chlorophenoxy)pyridine-3-carboxamide ClC1=CC(=C(C=C1)NC(=O)C=1C(=NC=CC1)OC1=CC=C(C=C1)Cl)\C=C\C(NO)=O